C(#N)CC(=O)N1C[C@@H]([C@@H](CC1)C)N(C=1C2=C(N=CN1)N(C=C2)P(=O)(OC2=CC=CC=C2)NCCCCNC(OC(C)(C)C)=O)C tert-butyl (4-(((4-(((3R,4R)-1-(2-cyanoacetyl)-4-methylpiperidin-3-yl) (methyl)amino)-7H-pyrrolo[2,3-d]pyrimidin-7-yl)(phenoxy)phosphoryl)amino)butyl)carbamat